3-((4-(5-(4-chlorophenyl)-4-methyl-1H-imidazol-2-yl)phenoxy)methyl)pyridine ClC1=CC=C(C=C1)C1=C(N=C(N1)C1=CC=C(OCC=2C=NC=CC2)C=C1)C